1-(2-bromo-1,5-dimethyl-1H-imidazol-4-yl)ethanol tert-butyl-((1-(3-amino-1-(4-methoxybenzyl)-1H-pyrazolo[3,4-b]pyrazin-6-yl)-4-methylpiperidin-4-yl)methyl)carbamate C(C)(C)(C)N(C(=O)OC(C)C=1N=C(N(C1C)C)Br)CC1(CCN(CC1)C1=CN=C2C(=N1)N(N=C2N)CC2=CC=C(C=C2)OC)C